C(C(=C)C)(=O)OCC1CO1.C=C ethylene glycidyl methacrylate